C(C(=O)O)(=O)O.C1N(CCC2=CC=CC=C12)CCCC(=O)N1C2=C(CCC3=C1C=CC=C3)C=CC=C2 4-[3,4-Dihydroisoquinolin-2(1H)-yl]-1-[10,11-dihydro-5H-dibenzo[b,f]azepin-5-yl]butan-1-one oxalate